4-[4-(4-hydroxyphenyl)-1-piperidyl]-2-(trifluoromethyl)benzonitrile OC1=CC=C(C=C1)C1CCN(CC1)C1=CC(=C(C#N)C=C1)C(F)(F)F